7-ethoxy-3-methyl-2,3-dihydro-4H-benzo[4,5]imidazo[2,1-b][1,3]thiazin-4-one C(C)OC1=CC2=C(N=C3SCC(C(N32)=O)C)C=C1